NC=1C=C(C(=O)NCCN2C[C@H](CC2)OC)C=C(C1)C(F)(F)F 3-amino-N-[2-[(3S)-3-methoxypyrrolidin-1-yl]ethyl]-5-(trifluoromethyl)benzamide